METHYL-2-ISOCYANO-3-(TRIFLUOROMETHYL)-BENZOATE COC(C1=C(C(=CC=C1)C(F)(F)F)[N+]#[C-])=O